4-bromo-N-(2-chloro-6-fluorophenyl)-2-{[3,3-difluorobut-2-yl]oxy}-5-fluorobenzamide BrC1=CC(=C(C(=O)NC2=C(C=CC=C2F)Cl)C=C1F)OC(C)C(C)(F)F